(+)-(4aR,8aS)-6-(4-((2-Chloro-4-fluorophenoxy)methyl)piperidin-1-carbonyl)hexahydro-2H-pyrido[4,3-b][1,4]oxazin-3(4H)-on ClC1=C(OCC2CCN(CC2)C(=O)N2C[C@@H]3[C@@H](OCC(N3)=O)CC2)C=CC(=C1)F